OCC1(CC1)N(C(OC(C)(C)C)=O)C tert-butyl (1-(hydroxymethyl)cyclopropyl)(methyl)carbamate